P([O-])([O-])(=S)[S-] phosphordithioate